6-fluoro-N-(2-(2-methyl-2,5-dihydro-1H-pyrrol-3-yl)thieno[2,3-b]pyridin-4-yl)benzo[d]-thiazol-5-amine FC1=CC2=C(N=CS2)C=C1NC1=C2C(=NC=C1)SC(=C2)C=2C(NCC2)C